O[C@@H](C)C=1N=NNC1 4-((S)-1-hydroxyethyl)-1H-1,2,3-triazol